(R)-N-(4,4-difluoro-1-(oxetan-3-yl)pyrrolidin-3-yl)-4-(methoxy-d3)-5-(1-(2,2,2-trifluoroethyl)-1H-benzo[d][1,2,3]triazol-6-yl)pyrrolo[2,1-f][1,2,4]triazin-2-amine FC1([C@@H](CN(C1)C1COC1)NC1=NN2C(C(=N1)OC([2H])([2H])[2H])=C(C=C2)C=2C=CC1=C(N(N=N1)CC(F)(F)F)C2)F